P(=O)(OCC=C(C)CCC=C(C)CCC=C(C)C)([O-])[O-] farnesyl monophosphate